C1NCN2C1CN(C=C2)C(=O)OC(C)(C)C tert-butyl dihydroimidazo[1,5-a]pyrazine-7(8H)-carboxylate